ClC=1N=CC(=NC1C)N[C@@H]1C[C@H](CC1)NC1=CC=C(C=N1)N1C(C=CC=C1)=O 6'-(((1S,3S)-3-((5-Chloro-6-methylpyrazin-2-yl)amino)cyclopentyl)amino)-2H-[1,3'-bipyridin]-2-one